NC(S)=[NH2+].C=C(C)CCC[C@@H](C)[C@H]1CC[C@H]2[C@@H]3CCC4CCCC[C@]4(C)[C@H]3CC[C@]12C cholestene isothiouronium salt